2-[(3R)-3-methylmorpholin-4-yl]-4-(1H-pyrazol-4-yl)-8-(1H-pyrazol-5-yl)-1,7-naphthyridine C[C@H]1N(CCOC1)C1=NC2=C(N=CC=C2C(=C1)C=1C=NNC1)C1=CC=NN1